3,4-diaminothiophenol NC=1C=C(C=CC1N)S